4-[4-(3-bromophenoxy)-3-methoxyphenyl]-2h,4h,5h,6h,7h-pyrazolo[3,4-b]pyridin-6-one BrC=1C=C(OC2=C(C=C(C=C2)C2C=3C(NC(C2)=O)=NNC3)OC)C=CC1